5-chloro-2-(2-fluorophenyl)-1,3-dimethyl-1H-pyrrolo[2,3-c]pyridine ClC=1C=C2C(=CN1)N(C(=C2C)C2=C(C=CC=C2)F)C